mono-(2-hydroxy-3-methacryloxypropyl)-propyl ether OC(CCCCOCCCCC(COC(C(=C)C)=O)O)COC(C(=C)C)=O